C(C)(C)NC(OC1CCC(CC1)C1=CC(=NN1)NC(CC1=CC(=NO1)C)=O)=O (1s,4s)-4-(3-(2-(3-methylisoxazol-5-yl)acetamido)-1H-pyrazol-5-yl)cyclohexyl isopropylcarbamate